ClC1=NC(=C2N=C(N(C2=N1)CC)N1CC(N(CC1)C)=O)N1CCC(CC1)OC1OCCCC1 4-(2-chloro-9-ethyl-6-(4-((tetrahydro-2H-pyran-2-yl)oxy)piperidin-1-yl)-9H-purin-8-yl)-1-methylpiperazin-2-one